3-oxo-3-(thiophen-3-ylamino)propionic acid ethyl ester C(C)OC(CC(NC1=CSC=C1)=O)=O